CC1=CNC2=NC=C(C=C21)C2=CC(=C1CCN(CC1=C2)C=2C=NC=CC2)[C@H]2N(CCC2)C(=O)OC(C)(C)C tert-butyl (S)-2-(7-(3-methyl-1H-pyrrolo[2,3-b]pyridin-5-yl)-2-(pyridin-3-yl)-1,2,3,4-tetrahydroisoquinolin-5-yl)pyrrolidine-1-carboxylate